C(C)C1(CS(C2=C(N(C1)C1=CC=CC=C1)C=C(C(=C2)OC[C@@](C(=O)OC)(C)F)SC)(=O)=O)CC |r| racemic-methyl 3-((3,3-diethyl-7-(methylthio)-1,1-dioxido-5-phenyl-2,3,4,5-tetrahydro-1,5-benzothiazepin-8-yl)oxy)-2-fluoro-2-methylpropanoate